NC1=NC=2C=C(C(=CC2C2=C1C=NN2C)C(=O)N(N(C(CC)=O)C)CC2=NC=C(C=C2)C(F)(F)F)F 4-amino-7-fluoro-N',1-dimethyl-N'-propanoyl-N-[[5-(trifluoromethyl)-2-pyridyl]methyl]pyrazolo[4,3-c]quinoline-8-carbohydrazide